tert-butyl N-[(6S)-1'-(7-bromo-6-methyl-pyrazolo[1,5-a]pyrazin-4-yl)spiro[4,6-dihydrocyclopenta[d]thiazole-5,4'-piperidine]-6-yl]carbamate BrC1=C(N=C(C=2N1N=CC2)N2CCC1(CC2)[C@@H](C2=C(N=CS2)C1)NC(OC(C)(C)C)=O)C